C(C)OC(CCC(=O)N1CC2=CC(=C(C(=C2C1)F)OCCCOC=1C(=C2CN(CC2=CC1OC)C(=O)OC(C)(C)C)F)OC)=O tert-butyl 5-[3-[2-(4-ethoxy-4-oxo-butanoyl)-4-fluoro-6-methoxy-isoindolin-5-yl] oxypropoxy]-4-fluoro-6-methoxy-isoindoline-2-carboxylate